propan-2-yloxy-1,4-dihydroisoquinolin CC(C)OC1N=CCC2=CC=CC=C12